2-NITROETHANOL [N+](=O)([O-])CCO